COC1=CC=C(CN2N=CC(=C2)C(C#N)(C)C)C=C1 2-(1-(4-Methoxybenzyl)-1H-pyrazol-4-yl)-2-methylpropionitrile